C1(CC(=CC=C1)C=1C=C(C=CC1)\C=C\C(=O)C1=CC=CC=C1)\C=C\C(=O)C1=CC=CC=C1 dihydro-3,3''-bichalcone